2,4-dibromophenylacetic acid methyl ester COC(CC1=C(C=C(C=C1)Br)Br)=O